N-(trans-3-methoxycyclobutyl)-5-(3-(2-methoxyethyl)-2-methyl-3H-imidazo[4,5-b]pyridin-5-yl)pyrrolo[2,1-f][1,2,4]triazin-2-amine CO[C@@H]1C[C@H](C1)NC1=NN2C(C=N1)=C(C=C2)C2=CC=C1C(=N2)N(C(=N1)C)CCOC